tert-butyl-[[5-(2-chloro-5-fluoro-4-pyridyl)-4-(trifluoromethyl)thiazol-2-yl]methoxy]-dimethyl-silane C(C)(C)(C)[Si](C)(C)OCC=1SC(=C(N1)C(F)(F)F)C1=CC(=NC=C1F)Cl